5,6,7,8-tetrahydro-4H-pyrazolo[1,5-a][1,4]diazepin-2-ylmethanol N1=C(C=C2N1CCCNC2)CO